ClC=1C=C(C=CC1F)NC1C2=C(C=3N(CC1)N=NC3C)C=CC(=C2)C=2CCN(CC2)C(=O)OC(C)(C)C tert-butyl 4-(7-((3-chloro-4-fluorophenyl)amino)-1-methyl-6,7-dihydro-5H-benzo[c][1,2,3]triazolo[1,5-a]azepin-9-yl)-3,6-dihydropyridine-1(2H)-carboxylate